N1=C(C=NC=C1)CS(=O)(=O)Cl pyrazin-2-yl-methanesulfonyl chloride